4-(1-benzyl-2-ethyl-1H-imidazo[4,5-b]pyridin-6-yl)-3,5-dimethylisoxazole C(C1=CC=CC=C1)N1C(=NC2=NC=C(C=C21)C=2C(=NOC2C)C)CC